NC(C(=O)O)CNC(=N)N α-amino-beta-guanidinopropionic acid